2-((3-chloro-4-fluorophenyl)(4-fluorophenoxy)methyl)-4-methyl-1-((2-(trimethylsilyl)ethoxy)methyl)-1H-imidazole ClC=1C=C(C=CC1F)C(C=1N(C=C(N1)C)COCC[Si](C)(C)C)OC1=CC=C(C=C1)F